N6-[4-[(3S)-3-amino-1-piperidyl]-5-[1-(2,2,2-trifluoroethyl)pyrazol-4-yl]-2-pyridyl]-1-isopropyl-pyrazolo[3,4-b]pyridine-3,6-diamine hydrochloride Cl.N[C@@H]1CN(CCC1)C1=CC(=NC=C1C=1C=NN(C1)CC(F)(F)F)NC1=CC=C2C(=N1)N(N=C2N)C(C)C